methyl 2'-nitro-4-oxo-3,4-dihydro-[1,1'-biphenyl]-1(2H)-carboxylate [N+](=O)([O-])C1=C(C=CC=C1)C1(CCC(C=C1)=O)C(=O)OC